4-hydroxy-3,5-di-t-butylbenzoic acid hydrazide OC1=C(C=C(C(=O)NN)C=C1C(C)(C)C)C(C)(C)C